O=C1NC(CCC1N1C(C2=CC=C(C=C2C1=O)C1(CCN(CC1)CC(C1=CC=CC=C1)O)O)=O)=O 2-(2,6-dioxopiperidin-3-yl)-5-[4-hydroxy-1-(2-hydroxy-2-phenylethyl)piperidin-4-yl]-2,3-dihydro-1H-isoindole-1,3-dione